2-Octylaniline C(CCCCCCC)C1=C(N)C=CC=C1